(S)-N-(1-hydroxypropan-2-yl)-7-methoxy-5-(4-(trifluoromethyl)phenyl)-2-naphthamide OC[C@H](C)NC(=O)C1=CC2=CC(=CC(=C2C=C1)C1=CC=C(C=C1)C(F)(F)F)OC